C(C1CO1)OCCCCCCCC[Si](OC)(OC)OC [8-(glycidyloxy)-n-octyl]Trimethoxysilane